CC1CC2=C(CN1)C(=NN2CC2=C(C=CC=C2)C(F)(F)F)C(=O)[O-] 6-methyl-1-[[2-(trifluoromethyl)phenyl]methyl]-1H,4H,5H,6H,7H-pyrazolo[4,3-c]pyridine-3-carboxylate